C1(CC1)C(=O)NC1=NC=CC(=C1)OC1=C(C=C(C=C1)C=1N(C=C(N1)C(=O)N)C1=CC=C(C=C1)Cl)F (4-{[2-(cyclopropanecarboxamido)pyridin-4-yl]oxy}-3-fluorophenyl)-1-(4-chlorophenyl)-1H-imidazole-4-carboxamide